FC=1C=C(C=CC1)S(=O)(=O)N1CC=C(CC1)C=1C=C(C(=NC1)C(=O)NCC(=O)O)O (5-(1-((3-fluorophenyl)sulfonyl)-1,2,5,6-tetrahydropyridin-4-yl)-3-hydroxy-pyridine-2-carbonyl)glycine